((2-Bromo-5-(tetrahydro-2H-pyran-4-yl)thiazol-4-yl)methyl)(methyl)carbamate BrC=1SC(=C(N1)COC(NC)=O)C1CCOCC1